C(C)(C)(C)OC(NCC=1NC2=CC(=C(C=C2C1)C)C(NC(C)(C)C1=CC=CC2=CC=CC=C12)=O)=O tert-butyl((5-methyl-6-((2-(naphthalen-1-yl)propan-2-yl)carbamoyl)-1H-indol-2-yl)methyl)carbamate